5-bromo-1-(1-methyl-1H-benzo[d][1,2,3]triazol-5-yl)-1H-pyrazol-3-amine BrC1=CC(=NN1C1=CC2=C(N(N=N2)C)C=C1)N